C(N)(=S)[C@H]1N(CC2(CC2)C1)C(=O)OC(C)(C)C tert-butyl (S)-6-carbamothioyl-5-azaspiro[2.4]heptane-5-carboxylate